N-(4-cyano-3-(2-((4-(4-methylpiperazin-1-yl)phenyl)amino)quinazolin-8-yl)phenyl)acrylamide methyl-3-bromo-1-(4-(pentafluoro-λ6-sulfaneyl)phenyl)-1H-indazole-4-carboxylate COC(=O)C=1C=2C(=NN(C2C=CC1)C1=CC=C(C=C1)S(F)(F)(F)(F)F)Br.C(#N)C1=C(C=C(C=C1)NC(C=C)=O)C=1C=CC=C2C=NC(=NC12)NC1=CC=C(C=C1)N1CCN(CC1)C